(1s,2s,5R)-N-((3R)-chroman-3-yl)-1-hydroxy-2-isopropyl-5-methylcyclohexane-1-carboxamide O1C[C@@H](CC2=CC=CC=C12)NC(=O)[C@]1([C@@H](CC[C@H](C1)C)C(C)C)O